S1C(CCCC1C(=O)OC)C(=O)OC dimethyl tetrahydro-2H-thiopyran-2,6-dicarboxylate